2-(5-((3-(cyclopropylmethyl)-2,4,5-trioxoimidazolidin-1-yl)methyl)-1,2,4-oxadiazol-3-yl)-N-(2-methoxyphenyl)-N-((tetrahydro-2H-pyran-4-yl)methyl)acetamide C1(CC1)CN1C(N(C(C1=O)=O)CC1=NC(=NO1)CC(=O)N(CC1CCOCC1)C1=C(C=CC=C1)OC)=O